3-(tert-butyl)-N-((S)-2-(2-((S)-spiro[2.2]pentane-1-carboxamido)pyridin-4-yl)-6,7,8,9-tetrahydro-5H-benzo[7]annulen-5-yl)-1,2,4-oxadiazole-5-carboxamide C(C)(C)(C)C1=NOC(=N1)C(=O)N[C@H]1CCCCC2=C1C=CC(=C2)C2=CC(=NC=C2)NC(=O)[C@H]2CC21CC1